COC(=O)C=1C=NC=C2N(C1)NC=C2 Pyrazolo[1,5-a][1,4]Diazepine-7-carboxylic acid methyl ester